3,6-dichloro-4-(propan-2-yl)pyridazine ClC=1N=NC(=CC1C(C)C)Cl